N-[5-(2,6-difluoro-4-methoxyphenyl)-2-(6-methoxypyridin-2-yl)-1-methyl-3-oxo-2,3-dihydro-1H-pyrazol-4-yl]-4-(trifluoromethoxy)benzamide FC1=C(C(=CC(=C1)OC)F)C1=C(C(N(N1C)C1=NC(=CC=C1)OC)=O)NC(C1=CC=C(C=C1)OC(F)(F)F)=O